C(C)C1=CC=C(C=C1)S(=O)(=O)C=1C=NC2=CC=C(C=C2C1NN1CCN(CC1)C)C(=O)OCC ethyl 3-((4-ethylphenyl)sulfonyl)-4-((4-methylpiperazin-1-yl)amino)quinoline-6-carboxylate